2,6-di-tert-butyl-4-(1H-indol-3-yl)phenol C(C)(C)(C)C1=C(C(=CC(=C1)C1=CNC2=CC=CC=C12)C(C)(C)C)O